CC1=CC(=C(C(=C1)C(C)(C)C)O)C(C)(C)C 4-methyl-2,6-di-t-Butylphenol